BrCC(=O)C1=CC=C(C=C1)OC(F)F 2-bromo-1-(4-(difluoromethoxy)phenyl)ethan-1-one